chloro-6-methoxyquinoline-3-aldoxime ClC1=NC2=CC=C(C=C2C=C1C=NO)OC